ClC=1C=NC(=NC1)N1C[C@H]([C@H](CC1)C1C[C@H]2CC[C@@H](C1)N2C(C(=O)N)C2CC2)OCC 2-((1R,3S,5S)-3-((3S,4R)-1-(5-chloropyrimidin-2-yl)-3-ethoxypiperidin-4-yl)-8-azabicyclo[3.2.1]octan-8-yl)-2-cyclopropyl-acetamide